ClC=1C(=C(C=CC1F)[C@@H](NC(=O)[C@H]1NC(NC1)=O)C=1C=NC(=NC1)C(F)(F)F)F (S)-N-((S)-(3-chloro-2,4-difluorophenyl)(2-(trifluoromethyl)pyrimidin-5-yl)methyl)-2-oxoimidazolidine-4-carboxamide